CCC(CCCCC(C)C)O 3-isodecanol